NC1=C2CCCN(C2=CC=C1)S(=O)(=O)NC(C)(C)C 5-amino-N-tert-butyl-3,4-dihydroquinoline-1(2H)-sulphonamide